2-(4-chlorophenyl)-4-(dibenzo[b,d]thiophene-4-yl)-6-phenyl-1,3,5-triazine ClC1=CC=C(C=C1)C1=NC(=NC(=N1)C1=CC=CC2=C1SC1=C2C=CC=C1)C1=CC=CC=C1